CC(C)N1N=CC=2C=NC(=CC21)NC2=NC(=CC(=N2)N2CC(CC2)O)N2CCNCC2 1-(2-{[1-(1-methylethyl)-1H-pyrazolo[4,3-c]pyridin-6-yl]amino}-6-piperazin-1-ylpyrimidin-4-yl)pyrrolidin-3-ol